4-(6-Chloropyridin-3-yl)tetrahydro-2H-pyran-4-carboxylic acid methyl ester COC(=O)C1(CCOCC1)C=1C=NC(=CC1)Cl